4-(4-bromophenyl)cyclohexan-1-one BrC1=CC=C(C=C1)C1CCC(CC1)=O